1-(2,3-dimethyl-5-nitro-phenyl)sulfonyl-4-methyl-1,4-diazepane CC1=C(C=C(C=C1C)[N+](=O)[O-])S(=O)(=O)N1CCN(CCC1)C